1-benzyl-4-ethoxycarbonylmethyl-1,2,3,6-tetrahydropyridine C(C1=CC=CC=C1)N1CCC(=CC1)CC(=O)OCC